O=C1NC(CCC1N1C(C2=CC=CC(=C2C1=O)OCCCC1=CC=C(C=C1)NC)=O)=O 2-(2,6-dioxopiperidin-3-yl)-4-(3-(4-(methylamino)phenyl)propoxy)isoindoline-1,3-dione